1-(3-carboxybenzyl)-4-(5-(4-methoxyphenyl)oxazol-2-yl)bromopyridine C(=O)(O)C=1C=C(CN2C(C=C(C=C2)C=2OC(=CN2)C2=CC=C(C=C2)OC)Br)C=CC1